CC(CCO)(C#C)C 3,3-dimethylpent-4-yn-1-ol